C(C(=C)C)(=O)OCCC[Si](OCCCCCC)(OCCCCCC)OCCCCCC 3-(methacryloyloxy)propyltrihexoxysilane